C(#N)C1=C(C=C(C=C1)C1=C(C(=NC=C1C1=CC(=C(C=C1)OC)O)N1CCC(CC1)NC([O-])=O)CC#N)F N-(1-(4-(4-cyano-3-fluorophenyl)-3-(cyanomethyl)-5-(3-hydroxy-4-methoxyphenyl)pyridin-2-yl) piperidin-4-yl)carbamate